(3-methoxy-4-((3-(7-(((E)-1-methyl-3-(trifluoromethyl)piperidin-4-yl)amino)-3-(2,2,2-trifluoroethyl)benzo[b]thiophen-2-yl)prop-2-yn-1-yl)amino)phenyl)dimethylphosphine oxide COC=1C=C(C=CC1NCC#CC1=C(C2=C(S1)C(=CC=C2)NC2C(CN(CC2)C)C(F)(F)F)CC(F)(F)F)P(C)(C)=O